α,3-diaminopropionic acid NC(C(=O)O)CN